N-((1S,3R)-3-aminocyclopentyl)-4-(1H-pyrrolo[2,3-b]pyridin-4-yl)-3,4-dihydro-2H-1,4-thiazine-6-carboxamide hydrochloride Cl.N[C@H]1C[C@H](CC1)NC(=O)C1=CN(CCS1)C1=C2C(=NC=C1)NC=C2